5-(2-(dimethylamino)ethyl)-4-methylpyrimidin-2(1H)-one CN(CCC=1C(=NC(NC1)=O)C)C